N-((S)-1-(((S)-1-(4-chlorothiazol-2-yl)-1-oxo-3-((R)-2-oxopyrrolidin-3-yl)propan-2-yl)amino)-4-methyl-1-oxopentan-2-yl)-4-methoxy-1H-indole-2-carboxamide ClC=1N=C(SC1)C([C@H](C[C@@H]1C(NCC1)=O)NC([C@H](CC(C)C)NC(=O)C=1NC2=CC=CC(=C2C1)OC)=O)=O